4-((4-methylpyridin-2-yl)carbamoylPhenyl)-1H-imidazole-5-carboxamide CC1=CC(=NC=C1)NC(=O)C1=C(C=CC=C1)C=1N=CNC1C(=O)N